quinazoline-6-Carboxylate N1=CN=CC2=CC(=CC=C12)C(=O)[O-]